5-(3-Methoxyazetidin-1-yl)-2-nitropyridine COC1CN(C1)C=1C=CC(=NC1)[N+](=O)[O-]